methyl (2-fluoroethyl) carbonate bis(2,2-difluoroethyl)carbonate FC(COC(OCC(F)F)=O)F.C(OC)(OCCF)=O